N-(4-(2-((1r,4r)-4-methoxycyclohexyl)vinyl)thiazol-2-yl)-1-(pyridin-4-ylmethyl)-1H-pyrrole-2-carboxamide COC1CCC(CC1)C=CC=1N=C(SC1)NC(=O)C=1N(C=CC1)CC1=CC=NC=C1